CC1=NNC2=CC=C(C=C12)NC1=NC(=NC=C1)C1=CC=C2C=C(NC2=C1)C(=O)NC1=CN=NC=C1 6-(4-((3-methyl-1H-indazol-5-yl)amino)-pyrimidin-2-yl)-N-(pyridazin-4-yl)-1H-indole-2-carboxamide